BrC=1C(N(C(=C(C1OCC1=C(C=C(C=C1)F)F)C=C)C)C1=C(C=CC=C1F)F)=O 3-bromo-4-[(2,4-difluorobenzyl)oxy]-1-(2,6-difluorophenyl)-6-methyl-5-vinylpyridin-2(1H)-one